COC=1C2=C(N=C(N1)N[C@@H](COC)C)NC=C2C=2C=CC1=C(N(N=N1)C)C2 (R)-4-methoxy-N-(1-methoxypropan-2-yl)-5-(1-methyl-1H-benzo[d][1,2,3]triazol-6-yl)-7H-pyrrolo[2,3-d]pyrimidin-2-amine